5-(5-bromopyridin-2-yl)-7-oxa-5-azaspiro[3.5]nonan-6-one BrC=1C=CC(=NC1)N1C2(CCC2)CCOC1=O